C(C)(C)C(COC)(COC)CCC(C)C 2-iso-propyl-2-isopentyl-1,3-dimethoxypropane